ClC1=C(C(=C(C=2C=NC(=NC12)NC1=CC=C2C3(CN(CC2=C1)C)CC3)N)F)C3=C(C1=C(OCCN1)N=C3)C 8-chloro-6-fluoro-N2-(2'-methyl-2',3'-dihydro-1'H-spiro[cyclopropane-1,4'-isoquinolin]-7'-yl)-7-(8-methyl-2,3-dihydro-1H-pyrido[2,3-b][1,4]oxazin-7-yl)quinazoline-2,5-diamine